7-((2-aminomethyl-3-fluoroallyl)oxy)-3,4-dihydroisoquinolin-1(2H)-one trifluoroacetate FC(C(=O)O)(F)F.NCC(COC1=CC=C2CCNC(C2=C1)=O)=CF